C1(CCC1)CN1C(N(CC12CCC(CC2)(C2=CC=CC=C2)N(C)CC(C)C)CC2=CC=C(C=C2)OC)=O 1-(cyclobutylmethyl)-8-(isobutyl-(methyl)amino)-3-(4-methoxybenzyl)-8-phenyl-1,3-diazaspiro[4.5]Decan-2-one